2-((1S,2R)-2-aminocyclooctyl)-3-bromo-5-chloro-N-(thiophen-2-ylmethyl)thieno[3,2-b]pyridin-7-amine N[C@H]1[C@H](CCCCCC1)C1=C(C2=NC(=CC(=C2S1)NCC=1SC=CC1)Cl)Br